6-(2-amino-6-fluoro-5-(4-(4-isopropylpiperazin-1-yl)phenyl)pyridin-3-yl)-3-((methylamino)methyl)-3,4-dihydroisoquinolin-1(2H)-one NC1=NC(=C(C=C1C=1C=C2CC(NC(C2=CC1)=O)CNC)C1=CC=C(C=C1)N1CCN(CC1)C(C)C)F